FC1=CC=C(C=2C=NN(C12)C1OCCCC1)C(=O)OC methyl 7-fluoro-1-(tetrahydro-2H-pyran-2-yl)-1H-indazole-4-carboxylate